CN(CCNC1=CC=C(C=2C(C3=CC=CC=C3C(C12)=O)=O)NCCN(C)C)C 1,4-Bis[[2-(dimethylamino)ethyl]amino]-9,10-anthracenedione